(1r,5s,6s)-N-[6-(2-chloro-6-fluoro-phenyl)pyridazin-3-yl]-3-(tetrahydropyran-4-ylmethyl)-3-azabicyclo[3.1.0]hexane-6-amine ClC1=C(C(=CC=C1)F)C1=CC=C(N=N1)NC1[C@@H]2CN(C[C@H]12)CC1CCOCC1